CC1=CC(NC2=C3C(=CC=C12)C=CC=C3)=O 4-methylbenzo[H]quinolin-2(1H)-one